(4R)-4-benzyl-3-(5-chloropentanoyl)oxazolidin-2-one C(C1=CC=CC=C1)[C@H]1N(C(OC1)=O)C(CCCCCl)=O